8-methyl-3,6,10,13,16,19-hexaaza-bicyclo[6.6.6]eicosan CC12CNCCNCC(CNCCNC1)CNCCNC2